C(C)(C)(C)C1=C(C(=NO1)C1=CC=CC=C1)C=1N=C(OC1C1=CC=C(C=C1)C)C 5-(tert-Butyl)-4-(2-methyl-5-(p-tolyl)oxazol-4-yl)-3-phenylisoxazole